4-(trifluoro-methyl)phenol FC(C1=CC=C(C=C1)O)(F)F